FC1=CC(=C(C=C1[N+](=O)[O-])NC1=NC=CC(=N1)N1N=CC2=CC(=CC=C12)OC)OC N-(4-fluoro-2-methoxy-5-nitrophenyl)-4-(5-methoxy-1H-indazol-1-yl)pyrimidin-2-amine